C(#N)[C@@H](C[C@@H]1C(NCC1)=O)NC(=O)[C@@H]1N([C@H]2CC([C@@H]1CC2)(F)F)C(=O)C2(C1=CC=CC=C1C=1C=CC=CC21)O (1R,3R,4R)-N-((R)-1-cyano-2-((R)-2-oxopyrrolidin-3-yl)ethyl)-5,5-difluoro-2-(9-hydroxy-9H-fluorene-9-carbonyl)-2-azabicyclo[2.2.2]octane-3-carboxamide